4-Methylazetidine CC1CCN1